8-(benzo[d]thiazol-2-ylsulfanyl)-1,4-dioxa-8-azaspiro[4.5]decane S1C(=NC2=C1C=CC=C2)SN2CCC1(OCCO1)CC2